1-(3-bromo-2-Methylphenyl)ethan-1-one BrC=1C(=C(C=CC1)C(C)=O)C